[Ni-](=[Se])=[Se] nickelic diselenide